C(#N)C1=C(C=CC(=C1)C)C=1CCCC2=C(C1C1=CC=C(C=C1)CC1CN(C1)CCCF)C=CC(=C2)C(=O)O 8-(2-cyano-4-methylphenyl)-9-(4-((1-(3-fluoropropyl)azetidin-3-yl)methyl)phenyl)-6,7-dihydro-5H-benzo[7]annulene-3-carboxylic acid